(1r,4r)-4-(3-chloroanilino)-2'-[2-(hydroxymethyl)-3-methylbutyl]spiro[cyclohexane-1,1'-indene]-4-carboxylic acid methyl ester COC(=O)C1(CCC2(C(=CC3=CC=CC=C23)CC(C(C)C)CO)CC1)NC1=CC(=CC=C1)Cl